tert-Butyl((1S,2R)-1-hydroxy-1-phenylpropan-2-yl)carbamate C(C)(C)(C)OC(N[C@@H]([C@H](C1=CC=CC=C1)O)C)=O